(6-acetamido-4-((2-(1,1-difluoroethyl)pyrimidin-4-yl)amino)pyridin-3-yl)boronic acid C(C)(=O)NC1=CC(=C(C=N1)B(O)O)NC1=NC(=NC=C1)C(C)(F)F